2-chloro-9-(3-cyclopropoxyphenyl)-6-(3-(m-tolyl)-1H-pyrazol-1-yl)-9H-purine ClC1=NC(=C2N=CN(C2=N1)C1=CC(=CC=C1)OC1CC1)N1N=C(C=C1)C=1C=C(C=CC1)C